C(C1=CC=CC=C1)SC1=CC=C(C=C1)C(C1CCN(CC1)C(=O)OCCCC)(F)F butyl 4-((4-(benzylthio)phenyl)difluoromethyl)piperidine-1-carboxylate